NC1=C(OC2=C1C=CC=C2)C(=O)N 3-aminobenzofuran-2-carboxamide